ClC1=NC=CC(=C1)C1(CCCC1)O 1-(2-chloropyridin-4-yl)cyclopentanol